C1(=CC=CC2=CC=CC=C12)C(C1=C(C=CC2=CC=CC=C12)OCCOC1=C(C2=CC=CC=C2C=C1)C1=C(C=CC2=CC=CC=C12)OCCO)C1=C(C=CC2=CC=CC=C12)OCCOC1=C(C2=CC=CC=C2C=C1)C1=C(C=CC2=CC=CC=C12)OCCO 2,2'-{[(naphthalen-1-yl)methylene]bis[(naphthalene-1,2-diyl)oxyethane-2,1-diyloxy[1,1'-binaphthalene]-2',2-diyloxy]}di(ethan-1-ol)